BrC=1C(=CC(=C(C(=O)O)C1)NN)OC 5-bromo-2-hydrazinyl-4-methoxybenzoic acid